FC=1C=C2C=NC(=NC2=C(C1C1=CC(=CC2=CC=C(C(=C12)C#C[Si](C(C)C)(C(C)C)C(C)C)F)O[Si](C(C)C)(C(C)C)C(C)C)F)OC[C@@]1(CN(CCC1F)C)C 6,8-difluoro-2-(((3S)-4-fluoro-1,3-dimethylpiperidin-3-yl)methoxy)-7-(7-fluoro-8-((triisopropylsilyl)ethynyl)-3-((triisopropylsilyl)oxy)naphthalen-1-yl)quinazoline